C(C=C)(=O)OCCOC1C=CC=CC1 2-(cyclohexa-2,4-dien-1-yloxy)ethyl acrylate